tert-butyl (2-(5-((4-chlorobenzyl)carbamoyl)-1-(2-hydroxyethyl)-6-oxo-1,6-dihydropyridine-2-carboxamido)ethyl)carbamate ClC1=CC=C(CNC(=O)C2=CC=C(N(C2=O)CCO)C(=O)NCCNC(OC(C)(C)C)=O)C=C1